[N+](=O)([O-])C=1C=C(OC2CCNCC2)C=CC1 4-(3-nitrophenoxy)piperidine